2-mercaptoethyl 2-mercaptoacetate SCC(=O)OCCS